FC1=C(C#N)C=CC(=C1)C1=NC(=NC2=CC=C(C=C12)C1=CC(=C(C=C1)OC)F)NCC1CNCC1 2-fluoro-4-(6-(3-fluoro-4-methoxyphenyl)-2-((pyrrolidin-3-ylmethyl)amino)quinazolin-4-yl)benzonitrile